amino-lithium hydride [H-].N[Li]